sodium stilbene biphenyl-disulfonate C1(=C(C(=CC=C1)S(=O)(=O)[O-])S(=O)(=O)[O-])C1=CC=CC=C1.C1(=CC=CC=C1)C=CC1=CC=CC=C1.[Na+].[Na+]